tris(phosphonomethyl)amine P(=O)(O)(O)CN(CP(=O)(O)O)CP(=O)(O)O